glycerol dodecanoate acrylate C(C=C)(=O)OC(COC(CCCCCCCCCCC)=O)CO